4-vinyl-5-ethynyl-1,3-dioxolane-2-one C(=C)C1OC(OC1C#C)=O